C(C)N1C(=NC=C1C)C1=NC=CC(=C1)C=1C=NC=C(C1)S(=O)(=O)C N-Ethyl-5-methyl-2-[5-(methylsulfonyl)-3,4'-bipyridin-2'-yl]-1H-imidazole